C(C)(C)(C)OC(=O)N1CCNCC1 4-(tertbutyloxycarbonyl)piperazin